N=C(NC(NC1=NC=C(C=C1N(C(OC(C)(C)C)=O)C)C(F)(F)F)=S)C1=NC=CC(=C1)C(C)C tert-butyl (2-(3-(imino(4-isopropylpyridin-2-yl)methyl)thioureido)-5-(trifluoromethyl)pyridin-3-yl)(methyl)carbamate